2-(4-Methyl-[1,4]diazepan-1-yl)-1,7,11b-triaza-benzo[c]fluorene-6-carboxylic acid (2-imidazol-1-yl-ethyl)-amide N1(C=NC=C1)CCNC(=O)C1=CC2=C(N3C=4C=CC=CC4N=C13)N=C(C=C2)N2CCN(CCC2)C